NC1=C2N=C(N(C2=NC(=N1)OCCCC)CC1=CC=C(C=C1)C(NCCOCCOCCNC([C@@H](CCC(=O)OCC)NC([C@H](C(C)C)NC(CNC(C=CC1=CC=CC=C1)=O)=O)=O)=O)=O)O Ethyl (R)-1-(4-((6-amino-2-butoxy-8-hydroxy-9H-purin-9-yl)methyl)phenyl)-13-((S)-2-(2-cinnamamidoacetamido)-3-methylbutanamido)-1,12-dioxo-5,8-dioxa-2,11-diazahexadecan-16-oate